8-(4-chloro-2-fluoro-phenyl)-6-[(2S,6R)-2-(1-cyclopropylpyrazol-4-yl)-6-methyl-morpholin-4-yl]-2,3-dimethyl-pyrido[3,4-d]pyrimidin-4-one ClC1=CC(=C(C=C1)C1=NC(=CC2=C1N=C(N(C2=O)C)C)N2C[C@@H](O[C@@H](C2)C)C=2C=NN(C2)C2CC2)F